COCCNC(=O)C1=CC2=C(N(C(=N2)NC2=NC3=C(N2)C=CC(=C3)OC(F)(F)F)CCOC)C=C1 N,1-bis(2-methoxyethyl)-2-((5-(trifluoromethoxy)-1H-benzo[d]imidazol-2-yl)amino)-1H-benzo[d]imidazole-5-carboxamide